3-Bromo-4-cyanophenyl 3-deoxy-3-[4-(3,4,5-trifluorophenyl)-1H-1,2,3-triazol-1-yl]-1-thio-α-D-galactopyranoside FC=1C=C(C=C(C1F)F)C=1N=NN(C1)[C@@H]1[C@H]([C@@H](SC2=CC(=C(C=C2)C#N)Br)O[C@@H]([C@@H]1O)CO)O